1-(4-bromophenyl)piperidine-2-carbaldehyde BrC1=CC=C(C=C1)N1C(CCCC1)C=O